COC(C=CC=CC=O)C1=CC=C(C=C1)C(F)(F)F 3-(3-methoxy-3-(4-(trifluoromethyl)phenyl)prop-1-en-1-yl)prop-2-en-1-one